tert-butyl ((1R)-2-methoxy-2-methyl-1-(4-((2-methylpentyl)oxy)phenyl)propyl)carbamate COC([C@@H](C1=CC=C(C=C1)OCC(CCC)C)NC(OC(C)(C)C)=O)(C)C